4-[6-(2,5-dimethyl-1H-pyrrol-1-yl)-4-methoxypyridin-3-yl]piperazine-1-carboxylic acid tert-butyl ester C(C)(C)(C)OC(=O)N1CCN(CC1)C=1C=NC(=CC1OC)N1C(=CC=C1C)C